C(CCCCCCCCCCCCCCCCC)OC(CCC1=CC(=C(C(=C1)C(C)(C)C)O)C(C)(C)C)=O 3-(3,5-di-tert-butyl-4-hydroxyphenyl)propionic acid n-octadecyl ester